C(=CC1=CC=CC=C1)C=1NC(C(N1)(C)C)(C)C styryltetramethylimidazole